FC1=C(C=CC=2N(C(=NC21)C2=CC=C(C=C2)S(=O)(=O)C)C)C2CCN(CC2)C2CC1CCC(C2)N1CC1COC1 4-fluoro-1-methyl-2-(4-(methylsulfonyl)phenyl)-5-(1-(8-(oxetan-3-ylmethyl)-8-azabicyclo[3.2.1]oct-3-yl)piperidin-4-yl)-1H-benzo[d]imidazole